2-cyclopropyl-7-ethynyl-6-fluoroimidazo[1,2-a]pyridine C1(CC1)C=1N=C2N(C=C(C(=C2)C#C)F)C1